C1(=CCCCC1)C1=NC=C(C(=O)OC)C=C1 methyl 6-(cyclohex-1-en-1-yl)nicotinate